(S)-5-Benzyl-N-(8-(3,3-dimethylbut-1-yn-1-yl)-1-methyl-2-oxo-2,3,4,5-tetrahydro-1H-benzo[b]azepin-3-yl)-1H-1,2,4-triazole-3-carboxamid C(C1=CC=CC=C1)C1=NC(=NN1)C(=O)N[C@H]1CCC2=C(N(C1=O)C)C=C(C=C2)C#CC(C)(C)C